BrC1=C(C(=CC(=C1)C(C(F)(F)F)(C(C(F)(F)F)(F)F)F)C(F)(F)F)NC(C1=C(C(=CC=C1)N(C(=O)C=1C=NC(=CC1)F)OC(=O)C1CC1)F)=O N-(2-bromo-4-(perfluorobutan-2-yl)-6-(trifluoromethyl)phenyl)-2-fluoro-3-(((cyclopropanecarbonyl)oxy)(6-fluoropyridine-3-carbonyl)amino)benzamide